2-(2-hydroxyethyl)isoindoline-1,3-dione OCCN1C(C2=CC=CC=C2C1=O)=O